tert-Butyl 7-((((benzyloxy)carbonyl)amino)methyl)-7-(thiophen-3-yl)-3-azabicyclo[4.1.0]heptane-3-carboxylate C(C1=CC=CC=C1)OC(=O)NCC1(C2CCN(CC12)C(=O)OC(C)(C)C)C1=CSC=C1